C1C=NNN1 3-Triazole